FC1(CCC(CC1)C=1C=C2C=C(N(C2=CC1)[C@@]1([C@H](C1)C)C1=NOC(N1)=O)C(=O)O)F 5-(4,4-difluorocyclohexyl)-1-((1S,2S)-2-methyl-1-(5-oxo-4,5-dihydro-1,2,4-oxadiazol-3-yl)cyclopropyl)-1H-indole-2-carboxylic acid